4-((tert-butyldimethylsilyl)oxy)-5-phenylpyrrolidin-2-one [Si](C)(C)(C(C)(C)C)OC1CC(NC1C1=CC=CC=C1)=O